bis(2-mercaptoethylthio)-3-mercaptopropane SCCSC(CCS)SCCS